propyl-aluminum isopropoxide CC([O-])C.C(CC)[Al+2].CC([O-])C